FC(OC=1C=C(C=CC1)C1=NN(C=2C[C@@H](CCC12)C(=O)N[C@@]1(CS(CC1)(=O)=O)C)C(=O)C1CCOCC1)F (R)-3-(3-(difluoromethoxy)phenyl)-N-((S)-3-methyl-1,1-dioxidotetrahydrothiophen-3-yl)-1-(tetrahydro-2H-pyran-4-carbonyl)-4,5,6,7-tetrahydro-1H-indazole-6-carboxamide